(Hydroxyethyl)aniline OCCNC1=CC=CC=C1